4-(1-(4-((2-Oxa-5-azabicyclo[2.2.1]heptan-5-yl)methyl)-2-chlorophenyl)-1H-imidazol-4-yl)-N-(1-(methylsulfonyl)piperidin-4-yl)-5-(trifluoromethyl)pyrimidin-2-amine C12OCC(N(C1)CC1=CC(=C(C=C1)N1C=NC(=C1)C1=NC(=NC=C1C(F)(F)F)NC1CCN(CC1)S(=O)(=O)C)Cl)C2